2-((2-(2,6-dioxopiperidin-3-yl)-1-oxoisoindoline-4-yl)thio)acetic acid O=C1NC(CCC1N1C(C2=CC=CC(=C2C1)SCC(=O)O)=O)=O